6-(cyclopropyl(methyl)amino)-1-methylpyrimidin-2(1H)-one C1(CC1)N(C1=CC=NC(N1C)=O)C